CC1N(CCC(C1)C1=C(N=CN1COCC[Si](C)(C)C)C)C1=C(C=CC(=C1)CCl)C1=CC(=C(C=C1)F)C methyl-1-(4-(chloromethyl)-4'-fluoro-3'-methyl-[1,1'-biphenyl]-2-yl)-4-(4-methyl-1-((2-(trimethylsilyl)ethoxy)methyl)-1H-imidazol-5-yl)piperidine